C12CN(CC2C1)C1=NC2=C(C=C(C(=C2C(N1C)=O)F)C)C(C)NC1=C(C(=O)O)C=CC=C1 2-((1-(2-(3-Azabicyclo[3.1.0]hexan-3-yl)-5-fluoro-3,6-dimethyl-4-oxo-3,4-dihydroquinazolin-8-yl)ethyl)amino)benzoic acid